3-(3,3-dimethylbutyl)-5-(3-isopropyl-5-(piperidin-4-yl)-1H-indol-2-yl)-1-methylpyridin-2(1H)-one CC(CCC=1C(N(C=C(C1)C=1NC2=CC=C(C=C2C1C(C)C)C1CCNCC1)C)=O)(C)C